O=C1C(C(CC1)CC(=O)NC1=CC=C(C=C1)C)CCCCC 2-(3-oxo-2-pentylcyclopentyl)acetyl-p-toluidine